CN\\1C2=CC=CC=C2S/C1=C/C=C/C3=CC=[N+](C=C3)CCC[N+](C)(C)CCC[N+](C)(C)CCC[N+]4=CC=C(C=C4)/C=C/C=C\\5/N(C6=CC=CC=C6S5)C The molecule is the cationic form of BoBo-3, a symmetrical cyanine dye. It has a role as a fluorochrome. It is a cyanine dye and an organic cation.